methyl 5-chloro-6-methyl-1H-pyrrolo[3,2-b]pyridine-2-carboxylate ClC1=C(C=C2C(=N1)C=C(N2)C(=O)OC)C